C(#N)C1=NC=C2C=CC(=NC2=C1)C1=CCC=NC1 5-(7-cyano-1,6-naphthyridin-2-yl)-3,6-dihydropyridine